(3-(3-(1-methyl-1H-pyrazol-4-yl)-1H-pyrazolo[3,4-c]pyridin-5-yl)-2-(trifluoromethyl)benzyl)tetrahydro-2H-pyran-4-amine CN1N=CC(=C1)C1=NNC2=CN=C(C=C21)C=2C(=C(CC1OCCC(C1)N)C=CC2)C(F)(F)F